CN(C)CC1COC2(SC1)CCN(CC2)C(=O)[C@H](CC(C)C)N2C([C@@H](NCC2)CC(C)C)=O (S)-1-[(S)-1-({3-[(Dimethyl-amino)methyl]-1-oxa-5-thia-9-aza-9-spiro[5.5]undecyl}carbonyl)-3-methylbutyl]-3-isobutyl-2-piperazinone